ethyl 8-[6-(1-tert-butoxy carbonyl-1,2,3,6-tetrahydropyridin-4-yl)-7-difluoromethyl-3,4-dihydro-2H-quinolin-1-yl]-[1,7]naphthyridine-6-carboxylate C(C)(C)(C)OC(=O)N1CCC(=CC1)C=1C=C2CCCN(C2=CC1C(F)F)C=1N=C(C=C2C=CC=NC12)C(=O)OCC